NCC=1C=C(C=CC1)N1N=C(C=C1C(=O)NC1=C(C=CC(=C1)C(C1=C(C=CC2=CC=CC=C12)OC)NCC1CC1)F)C(F)(F)F (-)-1-{3-(aminomethyl)phenyl}-N-(5-((cyclopropylmethylamino)(2-methoxynaphthalen-1-yl)methyl)-2-fluorophenyl)-3-(trifluoromethyl)-1H-pyrazole-5-carboxamide